BrC=1C=C2/C(/C(NC2=CC1)=O)=C(/NC1=CN=CS1)\C1=CC=CC=C1 (Z)-5-bromo-3-(phenyl-(thiazol-5-ylamino)methylene)indolin-2-one